2-(3-chloro-4-hydroxybenzamido)-N-(2-methoxyphenethyl)thiophene-3-carboxamide ClC=1C=C(C(=O)NC=2SC=CC2C(=O)NCCC2=C(C=CC=C2)OC)C=CC1O